(1R,3S)-3-(3-{[(6-meth-ylpyridin-3-yl)acetyl]-amino}-1H-pyrazol-5-yl)cyclopentyl ethyl-(methyl)carbamate C(C)N(C(O[C@H]1C[C@H](CC1)C1=CC(=NN1)NC(CC=1C=NC(=CC1)C)=O)=O)C